di-(4-ethoxy-4-oxo-butan-2-yl)-citrate C(C)OC(CC(C)OC(CC(O)(C(=O)[O-])CC(=O)OC(C)CC(=O)OCC)=O)=O